CC=1C(=C2C=NNC2=CC1)C1=C(C(=CC=2CCCCC12)N1CC2(CN(C2)C(C=C)=O)CC1)C#N 1-(5-methyl-1H-indazol-4-yl)-3-(2-(2-propenoyl)-2,6-diazaspiro[3.4]octan-6-yl)-5,6,7,8-tetrahydro-2-naphthalene-carbonitrile